(1R,2S,5S)-3-(7-chloro-1H-indole-2-carbonyl)-N-((S)-1-hydroxy-3-((S)-2-oxopiperidin-3-yl)propan-2-yl)-6,6-dimethyl-3-azabicyclo[3.1.0]hexane-2-carboxamide ClC=1C=CC=C2C=C(NC12)C(=O)N1[C@@H]([C@H]2C([C@H]2C1)(C)C)C(=O)N[C@H](CO)C[C@H]1C(NCCC1)=O